O1CCC=2C1=CN=CC2CNC(C2=CC(=C(C=C2)OC)F)=O N-[(2,3-dihydrofuro[2,3-c]pyridin-4-yl)methyl]-3-fluoro-4-methoxybenzamide